FC1=C(C=CC(=C1)F)C1(OC2=C(O1)C=CC=C2C2CCN(CC2)CC2=NC=C(C=C2CC2(CC2)C#N)C2=NN=C(N2)C(F)(F)F)C 1-{[2-({4-[2-(2,4-Difluorophenyl)-2-methyl-2H-1,3-benzodioxol-4-yl]piperidin-1-yl}methyl)-5-[5-(trifluoromethyl)-4H-1,2,4-triazol-3-yl]pyridin-3-yl]methyl}cyclopropane-1-carbonitrile